[Zr].C1=CC=CC=C1 benzene Zirconium